((1H-benzo[d][1,2,3]triazol-5-yl)amino)-8-cyclopentylpterin N1N=NC2=C1C=CC(=C2)NNC=2N=C1N(C=CN=C1C(N2)=O)C2CCCC2